C1(=CC=CC=C1)C1=NC(=NC(=N1)C1=CC=CC=C1)C1=C(C=C(C=C1)OCCCCCC)O (4,6-diphenyl-1,3,5-triazin-2-yl)-5-[(hexyl)oxy]-phenol